NC1=C(SC=2N=C(N=C(C21)C)C)C(=O)NC2CC=1C=CC(=NC1CC2)N2CC(C(C2)OC(COC)(C)C)N 5-amino-N-(2-{3-amino-4-[(1-methoxy-2-methylpropan-2-yl)oxy]pyrrolidin-1-yl}-5,6,7,8-tetrahydroquinolin-6-yl)-2,4-dimethylthieno[2,3-d]pyrimidine-6-carboxamide